2-((4-(3-(4-Chloro-2-fluorobenzyloxy)phenyl)-2-oxopyridin-1(2H)-yl)methyl)-1-((tetrahydrofuran-2-yl)methyl)-1H-benzo[d]imidazol ClC1=CC(=C(COC=2C=C(C=CC2)C2=CC(N(C=C2)CC2=NC3=C(N2CC2OCCC2)C=CC=C3)=O)C=C1)F